N-(1,2,3,4-tetrahydro-1-phenyl-3-quinolinyl)-propionamide C1(=CC=CC=C1)N1CC(CC2=CC=CC=C12)NC(CC)=O